2-methyl-5-[(pyridin-2-yl)methoxy]-N-[cis-4-(trifluoromethyl)pyrrolidin-3-yl]pyrazolo[1,5-a]pyridine-3-carboxamide CC1=NN2C(C=C(C=C2)OCC2=NC=CC=C2)=C1C(=O)N[C@@H]1CNC[C@@H]1C(F)(F)F